C1(CC1)C=1C=C(OC2CC3C(CN(C3)C(=O)N3N=C(C=C3)C(=O)O)C2)C=CC1 1-(trans-5-(3-cyclopropyl-phenoxy)octahydrocyclopenta[c]pyrrole-2-carbonyl)-1H-pyrazole-3-carboxylic acid